C(CCCC)N monopentyl-amine